FC1=C(C(=O)[O-])C(=CC=C1[N+](=O)[O-])F 2,6-difluoro-3-nitrobenzoate